N-(trans-4-(4-methylpiperazin-1-yl)cyclohexyl)-5-(1,8-naphthyridin-3-yl)pyrrolo[2,1-f][1,2,4]triazin-2-amine CN1CCN(CC1)[C@@H]1CC[C@H](CC1)NC1=NN2C(C=N1)=C(C=C2)C=2C=NC1=NC=CC=C1C2